1-(1-(5-cyclopropylpyridin-2-yl)ethyl)-4-(Propan-1-yn-1-yl)-1H-indazole-7-carboxylic acid C1(CC1)C=1C=CC(=NC1)C(C)N1N=CC2=C(C=CC(=C12)C(=O)O)C#CC